N1(CCCCC1)C1=NC(N2C(=C1)C(=CC(=C2)C)C(C)NC2=C(C(=O)O)C=CC=C2)=O 2-({1-[3-(Hexahydropyridin-1-yl)-7-methyl-1-oxopyrido[2,1-f]pyrimidin-5-yl]ethyl}amino)benzoic acid